7-[4-(6-methoxypyridin-2-yl)piperidin-1-yl]-3-oxa-9-azabicyclo[3.3.1]nonane-9-carboxylic acid methyl ester COC(=O)N1C2COCC1CC(C2)N2CCC(CC2)C2=NC(=CC=C2)OC